C1(CCC1)C=1C(=NN(C1C1=NC=C(C=C1)C(F)(F)F)C)NC(C[C@@H]1C(C(C1)(F)F)(F)F)=O (S)-N-(4-cyclobutyl-1-methyl-5-(5-(trifluoromethyl)pyridin-2-yl)-1H-pyrazol-3-yl)-2-(2,2,3,3-tetrafluorocyclobutyl)acetamide